1-octylnonyl 6-{4-(2-hydroxyethyl)-6-[5-(1-octylnonyloxycarbonyl)pentyl]-2-morpholinyl}hexanoate OCCN1CC(OC(C1)CCCCCC(=O)OC(CCCCCCCC)CCCCCCCC)CCCCCC(=O)OC(CCCCCCCC)CCCCCCCC